amino-4-methylpyridin NC1=NC=CC(=C1)C